O=C1NC(CCC1N1CC2=CC=C(C=C2C1=O)CNC(OC1CC(C1)C1=C2C=CN(C2=CC=C1)C)=O)=O 3-(1-methyl-1H-indol-4-yl)cyclobutyl ((2-(2,6-dioxopiperidin-3-yl)-3-oxoisoindolin-5-yl)methyl)carbamate